5-(2-trimethylsilyl-1-ethynyl)pyridin-3-yl 2,4,6-tri-O-acetyl-3-[4-(4-chlorothiazol-2-yl)-1H-1,2,3-triazol-1-yl]-3-deoxy-1-thio-α-D-galactopyranoside C(C)(=O)O[C@H]1[C@@H](SC=2C=NC=C(C2)C#C[Si](C)(C)C)O[C@@H]([C@@H]([C@@H]1N1N=NC(=C1)C=1SC=C(N1)Cl)OC(C)=O)COC(C)=O